BrC1=C(C=CC(=C1)Cl)C=1C(=C(C(=C(C1)OC)O)O)C=O 2'-bromo-4'-chloro-3,4-dihydroxy-5-methoxy-[1,1'-biphenyl]-2-carbaldehyde